4-(4-methylphenyl)-N-[2-(4-methylpiperazin-1-yl)phenyl]piperidine-1-carboxamide CC1=CC=C(C=C1)C1CCN(CC1)C(=O)NC1=C(C=CC=C1)N1CCN(CC1)C